6-[4-methyl-4-(morpholin-4-yl)cyclohex-1-en-1-yl]-4-{[(3S)-piperidin-3-yl]amino}pyrido[3,2-d]pyrimidine-8-carboxamide CC1(CC=C(CC1)C=1C=C(C=2N=CN=C(C2N1)N[C@@H]1CNCCC1)C(=O)N)N1CCOCC1